N-[(3R,5S)-1-(8-cyano-6-fluoroquinoxalin-5-yl)-5-methylpiperidin-3-yl]-3,3-dimethylbutanamide C(#N)C=1C=C(C(=C2N=CC=NC12)N1C[C@@H](C[C@@H](C1)C)NC(CC(C)(C)C)=O)F